nickel-nickel-potassium [K].[Ni].[Ni]